2-[[9-[1-(difluoromethyl)pyrazol-3-yl]-5-(2,6-difluorophenyl)-3-methyl-6H-pyrazolo[4,3-d][1,3]benzodiazepin-1-yl]methoxy]ethyl-trimethyl-silane FC(N1N=C(C=C1)C=1C=CC2=C(C3=C(N=C(N2)C2=C(C=CC=C2F)F)C(=NN3COCC[Si](C)(C)C)C)C1)F